FC=1C=C(C=C(C1)F)[C@@H]1CC[C@H]2OC3(C(N21)=O)CCN(CC3)C#N (5'S,7a'R)-5'-(3,5-difluorophenyl)-3'-oxotetrahydro-1H,3'H-spiro[piperidine-4,2'-pyrrolo[2,1-b][1,3]oxazole]-1-carbonitrile